4-(4-(2-(4-(methoxycarbonyl)phenyl)-5-oxo-5,6-dihydropyrimido[4,5-d]pyridazin-4-ylamino)benzyl)piperazine COC(=O)C1=CC=C(C=C1)C=1N=C(C2=C(C=NNC2=O)N1)NC1=CC=C(CN2CCNCC2)C=C1